S1C=NC2=C1C=CC(=C2)NC2=CC=NC1=CC(=CC=C21)C2=C(C=C(C=C2)C(=O)N2CCN(CC2)C)C (4-(4-(benzo[d]thiazol-5-ylamino)quinolin-7-yl)-3-methylphenyl)(4-methylpiperazin-1-yl)methanone